C(C1=CC=CC=C1)C1NCCCC(C1)C(C)C 2-benzyl-4-isopropylazepane